sodium 4-((furo[2,3-c]pyridine-2-carboxamido)methyl)benzenesulfinate O1C(=CC=2C1=CN=CC2)C(=O)NCC2=CC=C(C=C2)S(=O)[O-].[Na+]